2-[4-(2,6-difluorobenzoyl)piperazinyl]Benzothiazole-6-carboxylic acid ethyl ester C(C)OC(=O)C1=CC2=C(N=C(S2)N2CCN(CC2)C(C2=C(C=CC=C2F)F)=O)C=C1